CN(C(CC1=C(C(=O)NC)C=C(C=C1C)C)CNC(C1=C(C=CC=C1)OC)=O)C 2-(dimethylamino)-3-(2-methoxybenzamido)propyl-N,3,5-trimethylbenzamide